N-(5-cyclopropyl-1H-pyrazol-3-yl)-2-(1-(4-methoxypyridin-2-yl)-1H-pyrazol-4-yl)propanamide C1(CC1)C1=CC(=NN1)NC(C(C)C=1C=NN(C1)C1=NC=CC(=C1)OC)=O